4-[(5S)-5-(3,5-Dichlorophenyl)-4,5-dihydro-5-(trifluoromethyl)-3-isoxazolyl]-2-methyl-N-(cis-1-oxido-3-thietanyl)benzamide ClC=1C=C(C=C(C1)Cl)[C@@]1(CC(=NO1)C1=CC(=C(C(=O)NC2CS(C2)=O)C=C1)C)C(F)(F)F